(3-chlorophenyl)-N-((4-(5-(difluoromethyl)-1,3,4-oxadiazol-2-yl)thiazol-2-yl)methyl)cyclopropanesulfonamide ClC=1C=C(C=CC1)C1(CC1)S(=O)(=O)NCC=1SC=C(N1)C=1OC(=NN1)C(F)F